C(=O)O.ClC1=C(C(=CC=C1)Cl)N1CC(C1)C1=CC(=C(CN2CC(C2)(O)C)C=C1)F 1-(4-(1-(2,6-dichlorophenyl)azetidin-3-yl)-2-fluorobenzyl)-3-methylazetidin-3-ol formate salt